(2S,4S)-2'-iodo-2-(1-methyl-1H-1,2,3-triazol-4-yl)-4',5'-dihydro-spiro[piperidine-4,7'-thieno[2,3-c]pyran]-4'-ol IC1=CC2=C([C@@]3(OCC2O)C[C@H](NCC3)C=3N=NN(C3)C)S1